(Z)-5-(1-(4-amino-2-fluorobut-2-en-1-yl)-1H-benzo[d][1,2,3]triazole-4-yl)-2-methoxy-N,N-dimethylbenzenesulfonamide hydrochloride Cl.NC\C=C(\CN1N=NC2=C1C=CC=C2C=2C=CC(=C(C2)S(=O)(=O)N(C)C)OC)/F